2-(5-bromopyridin-2-yl)-2-[(diphenylmethylidene)amino]acetonitrile BrC=1C=CC(=NC1)C(C#N)N=C(C1=CC=CC=C1)C1=CC=CC=C1